(1R,2S)-2-(2-hydroxyethyl)cyclopropanecarboxylic acid ethyl ester C(C)OC(=O)[C@H]1[C@@H](C1)CCO